4-(cyanomethyl)indolin C(#N)CC1=C2CCNC2=CC=C1